C(C)(=O)O[Pb](C1=C(C=C(C=C1C)Br)C)(OC(C)=O)OC(C)=O [diacetoxy-(4-bromo-2,6-dimethyl-phenyl)plumbyl] acetate